(R)-2-(((S)-2-(4-cyanophenyl)propyl)amino)-N-(2-carbonyl-2,3-dihydro-1H-benzo[d]imidazol-5-yl)-2-phenylacetamide C(#N)C1=CC=C(C=C1)[C@@H](CN[C@@H](C(=O)NC1=CC2=C(NC(N2)=C=O)C=C1)C1=CC=CC=C1)C